OC(C=C)CO 3,4-Dihydroxyl-1-butene